(2-hydroxy-5-(bromoacetamido)benzyl)ethylenediamine OC1=C(CNCCN)C=C(C=C1)NC(CBr)=O